1,1'-(butane-1,4-diyl)bis(N-(4-cyanophenyl)-3-(pyridin-4-yl)-1H-pyrazole-5-carboxamide) C(CCCN1N=C(C=C1C(=O)NC1=CC=C(C=C1)C#N)C1=CC=NC=C1)N1N=C(C=C1C(=O)NC1=CC=C(C=C1)C#N)C1=CC=NC=C1